F[C@H]\1[C@]2(CC(C[C@@](C/C1=C/C=1N=NC(=CN1)C1=C(C=C(C=C1)N1C=NC=C1)O)(N2)C)C)C 2-(3-((Z)-((1R,2R,5S)-2-fluoro-1,5,7-trimethyl-9-azabicyclo[3.3.1]nonan-3-ylidene)methyl)-1,2,4-triazin-6-yl)-5-(1H-imidazol-1-yl)phenol